BrCC1=C(C=CC=C1)S(=O)(=O)N (bromomethyl)benzenesulfonamide